3-((S)-3-((R)-8-(7-fluoro-4-hydroxyquinolin-3-ylsulfonyl)-1-oxa-8-azaspiro[4.5]dec-3-ylamino)-2-hydroxypropoxy)-N-methylbenzenesulfonamide FC1=CC=C2C(=C(C=NC2=C1)S(=O)(=O)N1CCC2(C[C@H](CO2)NC[C@@H](COC=2C=C(C=CC2)S(=O)(=O)NC)O)CC1)O